(S)-2-((((9H-fluoren-9-yl)methoxy)carbonyl)amino)hexanoic acid C1=CC=CC=2C3=CC=CC=C3C(C12)COC(=O)N[C@H](C(=O)O)CCCC